1,3-BIS(4'-Aminophenyl)benzene NC1=CC=C(C=C1)C1=CC(=CC=C1)C1=CC=C(C=C1)N